ClC1=CC=C2C(=CC=NC2=C1)C1=CC(=C(C=N1)OC[C@](CC(C)C)(N)C)C (S)-1-((6-(7-chloroquinolin-4-yl)-4-methylpyridin-3-yl)oxy)-2,4-dimethyl-pentan-2-amine